C(C1=CC=CC=C1)SC=1C=C(OC2=C(C(=C(C(=C2F)F)C(F)(F)F)F)F)C=CC1[N+](=O)[O-] 1-[3-(benzylsulfanyl)-4-nitrophenoxy]-2,3,5,6-tetrafluoro-4-(trifluoromethyl)benzene